Cl.N[C@@H](C(C)(O)C)CC (3R)-3-amino-2-methyl-pentan-2-ol hydrochloride